(R)-1-(2-fluoro-5-((2-propylpentyl)oxy)phenyl)-3-(((S)-1-phenylethyl)amino)propan-1-ol FC1=C(C=C(C=C1)OCC(CCC)CCC)[C@@H](CCN[C@@H](C)C1=CC=CC=C1)O